tert-butyl ((1r,3r)-3-(2-(6-hydroxy-2,7-dimethyl-2H-indazol-5-yl)-5-oxopyrido[4,3-d]pyrimidin-6(5H)-yl)cyclobutyl)carbamate OC=1C(=CC2=CN(N=C2C1C)C)C=1N=CC2=C(N1)C=CN(C2=O)C2CC(C2)NC(OC(C)(C)C)=O